CC(C=O)C=C 2-methyl-but-3-enal